2-(3,5-dichloro-4-((3-isopropyl-2,4-dioxo-3,4-dihydropyrimidin-1(2H)-yl)methyl)phenyl)-3,5-dioxo-2,3,4,5-tetrahydro-1,2,4-triazine-6-carbonitrile ClC=1C=C(C=C(C1CN1C(N(C(C=C1)=O)C(C)C)=O)Cl)N1N=C(C(NC1=O)=O)C#N